3,4-dimethoxy-2-hydroxybenzaldehyde COC=1C(=C(C=O)C=CC1OC)O